6-(trifluoromethoxy)-2,3-dihydro-1H-isoindol-1-one FC(OC1=CC=C2CNC(C2=C1)=O)(F)F